C(C)(C)(C)OC(=O)N1CCN(CC1)C1=CC=C2C(=N1)C(=C(N2C(=O)OC(C)(C)C)B2OC(C(O2)(C)C)(C)C)C(C)C tert-Butyl 5-(4-(tert-butoxycarbonyl)piperazin-1-yl)-3-isopropyl-2-(4,4,5,5-tetramethyl-1,3,2-dioxaborolan-2-yl)-1H-pyrrolo[3,2-b]pyridine-1-carboxylate